N-[(1R)-1-[3-amino-5-(trifluoromethyl)phenyl]ethyl]-1'-methanesulfonyl-6-oxo-2',3'-dihydro-1'H,6H,6'H-[1,4'-bipyridine]-3-carboxamide NC=1C=C(C=C(C1)C(F)(F)F)[C@@H](C)NC(=O)C1=CN(C(C=C1)=O)C=1CCN(CC1)S(=O)(=O)C